COC1=CC=CC2=C(N(N=C12)C1=CC=CC=C1)C1=CC=C(C=C1)C#N 7-methoxy-3-(4-cyanophenyl)-2-phenyl-2H-indazole